FC(C1=CC=C(C=C1)S(=O)(=O)N1CC(CC2=CC=CC=C12)NC(C=C)=O)(F)F N-(1-((4-(trifluoromethyl)phenyl)sulfonyl)-1,2,3,4-tetrahydroquinolin-3-yl)acrylamide